tert-butyl (2R)-2-[[[6-(2,8-dimethylimidazo[1,2-b]pyridazin-6-yl)-8-fluoro-imidazo[1,2-a]pyridine-2-carbonyl]amino]methyl]piperidine-1-carboxylate CC=1N=C2N(N=C(C=C2C)C=2C=C(C=3N(C2)C=C(N3)C(=O)NC[C@@H]3N(CCCC3)C(=O)OC(C)(C)C)F)C1